FC1=C(C=C(C(=C1)[N+](=O)[O-])F)C=1N(N=C2C1CN(CC2)C(=O)OC(C)(C)C)C2=C(C=CC=C2C)C tert-butyl 3-(2,5-difluoro-4-nitrophenyl)-2-(2,6-dimethylphenyl)-2,4,6,7-tetrahydro-5H-pyrazolo[4,3-c]pyridine-5-carboxylate